(1-Benzyl-5-methylpiperidin-3-yl)carbamic acid tert-butyl ester C(C)(C)(C)OC(NC1CN(CC(C1)C)CC1=CC=CC=C1)=O